ClC1=CC(=C2C(=N1)C(=NN2COCC[Si](C)(C)C)NCC)C=C 5-chloro-N-ethyl-1-((2-(trimethylsilyl)ethoxy)methyl)-7-vinyl-1H-pyrazolo[4,3-b]pyridin-3-amine